C(C)(C)(C)OC(=O)N1CC2(C1)CN(CC2)C2=NC=1CN(CCC1C(=C2C)Cl)C(C)C.FC(C2=CC(=C(C=C2)N2CCCCC2)[N+](=O)[O-])F (4-(difluoromethyl)-2-nitrophenyl)piperidine tert-butyl-6-(4-chloro-7-isopropyl-3-methyl-5,6,7,8-tetrahydro-1,7-naphthyridin-2-yl)-2,6-diazaspiro[3.4]octane-2-carboxylate